C(=O)(OCC1C2=CC=CC=C2C2=CC=CC=C12)N[C@H]([C@@H](O)C)C=O N-Fmoc-D-threoninal